7-methoxy-1-{[(2s,4r)-5-oxo-4-(2,2,2-trifluoroethyl)pyrrolidin-2-yl]methoxy}isoquinoline-6-carboxamide COC1=C(C=C2C=CN=C(C2=C1)OC[C@H]1NC([C@H](C1)CC(F)(F)F)=O)C(=O)N